S(=O)(=O)([O-])[O-].[Ca+2].O water calcium sulfate